(1R,3S,5R)-2-(2-(3-acetyl-5-(2-(1-hydroxycyclopropyl)pyrimidin-5-yl)-7-methyl-1H-indazol-1-yl)acetyl)-N-(6-bromo-3-methylpyridin-2-yl)-5-methyl-2-azabicyclo[3.1.0]hexane-3-carboxamide C(C)(=O)C1=NN(C2=C(C=C(C=C12)C=1C=NC(=NC1)C1(CC1)O)C)CC(=O)N1[C@@H]2C[C@@]2(C[C@H]1C(=O)NC1=NC(=CC=C1C)Br)C